(2R,5R)-2-(1-(4-bromophenyl)-3-(5-fluoropyridin-2-yl)-1H-pyrazol-4-yl)-5-methyl-3-(2-(2-oxoindolin-5-yl)ethyl)oxazolidin-4-one BrC1=CC=C(C=C1)N1N=C(C(=C1)[C@H]1O[C@@H](C(N1CCC=1C=C2CC(NC2=CC1)=O)=O)C)C1=NC=C(C=C1)F